(6-(3-cyclopropyl-1H-1,2,4-triazol-1-yl)-2-azaspiro[3.3]heptan-2-yl)(3-(3-((1-(trifluoromethyl)cyclopropyl)methyl)-1,2,4-oxadiazol-5-yl)azetidin-1-yl)methanone C1(CC1)C1=NN(C=N1)C1CC2(CN(C2)C(=O)N2CC(C2)C2=NC(=NO2)CC2(CC2)C(F)(F)F)C1